COC(=O)C1=CN=C(N1COCC[Si](C)(C)C)C(C1=CC=C(C=C1)F)=O 2-(4-fluorobenzoyl)-1-((2-(trimethylsilyl)ethoxy)methyl)-1H-imidazole-5-carboxylic acid methyl ester